4-(cyclobutylamino)phenylboronic acid C1(CCC1)NC1=CC=C(C=C1)B(O)O